(±)-2-fluoro-α-methyl-(1,1-biphenyl)-4-acetic acid FC1=C(C=CC(=C1)[C@H](C(=O)O)C)C1=CC=CC=C1 |r|